6-(Difluoromethyl)-7-((3-(N-methylmethylsulfonamido)pyrazin-2-yl)methyl)-7H-pyrrolo[2,3-d]pyrimidine FC(C1=CC2=C(N=CN=C2)N1CC1=NC=CN=C1N(S(=O)(=O)C)C)F